N-(phenyl)-2-(phenyl)pyrimidine-4-carboxamide C1(=CC=CC=C1)NC(=O)C1=NC(=NC=C1)C1=CC=CC=C1